ethyl rac-7-oxo-2,5-dioxaspiro[3.4]octane-6-carboxylate O=C1[C@@H](OC2(COC2)C1)C(=O)OCC |r|